1,1,2,2-tetrakis(p-hydroxyphenyl)ethane tert-butyl-2-[4-[6-[(2-methylpropan-2-yl)oxy-carbonylamino]pyridin-3-yl]phenyl]pyrrolo[2,3-c]-pyridine-1-carboxylate C(C)(C)(C)OC(=O)N1C(=CC=2C1=CN=CC2)C2=CC=C(C=C2)C=2C=NC(=CC2)NC(=O)OC(C)(C)C.OC2=CC=C(C=C2)C(C(C2=CC=C(C=C2)O)C2=CC=C(C=C2)O)C2=CC=C(C=C2)O